C(=O)O.ClC=1C=C2C(=CNC2=CC1)NC1=NC2=C(N1C)C=CC(=C2)F N-(5-Chloro-1H-indol-3-yl)-5-fluoro-1-methyl-1H-benzo[d]imidazol-2-amine formate